P1[C-]=C(C=CC=CC=C1)C(=O)[O-] phosphoroninidate